C(C)(C)(C)OOC(C)(C)C1=CC(=CC=C1)C(C)(C)OOC(C)(C)C 1,3-di(t-butylperoxyisopropyl)benzene